1-((S)-1-(4-methoxyphenyl)ethyl)-5-oxopyrrolidine-3-carboxylic acid (R)-benzyl ester C(C1=CC=CC=C1)OC(=O)C1CN(C(C1)=O)[C@@H](C)C1=CC=C(C=C1)OC